(E)-1-(5-bromo-2,3-difluoro-4-methoxy-phenyl)-N-methoxy-methanimine BrC=1C(=C(C(=C(C1)\C=N\OC)F)F)OC